COC(CCCCCCCC=CC=CCC)OC 1,1-dimethoxy-9,11-tetradecadiene